O=C1NC(CCC1C1=CC=C(C=C1)N1CCC(CC1)C=O)=O 1-[4-(2,6-dioxo-3-piperidyl)phenyl]piperidine-4-carbaldehyde